C(C)C=1C(NC2=CC(=CN=C2C1)CN1CCN(CC1)C=1C=C2CCN(C(C2=CC1)=C=O)C)=O 3-Ethyl-7-((4-(2-Methyl-1-carbonyl-1,2,3,4-tetrahydroisoquinolin-6-yl)piperazin-1-yl)methyl)-1,5-Naphthyridine-2(1H)-one